2-chloro-5-{3-[2,4-dihydroxy-6-methoxy-3-(3-methyl-but-2-enyl)-phenyl]-3-oxo-propenyl}-benzenesulphonamide ClC1=C(C=C(C=C1)C=CC(=O)C1=C(C(=C(C=C1OC)O)CC=C(C)C)O)S(=O)(=O)N